NCCOC1CCN(CC1)C1=C(C(=C(C(=N1)SC(C(=O)N)C1=CC=CC=C1)C#N)CC)C#N 2-((6-(4-(2-aminoethoxy)piperidin-1-yl)-3,5-dicyano-4-ethylpyridin-2-yl)thio)-2-phenylacetamide